CN1C(C(N(C2=CC=CC=C12)C1CCN(CC1)C1=NC=C(C=N1)C)=O)=O methyl-4-(1-(5-methylpyrimidin-2-yl)piperidin-4-yl)-1,4-dihydroquinoxaline-2,3-dione